rac-7-methoxy-4-methyl-3,4-dihydronaphthalen-1(2H)-one COC1=CC=C2[C@@H](CCC(C2=C1)=O)C |r|